CN1C=NC2=CC=CC=C2C1=O 3-methyl-4-oxo-3,4-dihydroquinazoline